N(C1=CC=CC=C1)CC(CS(=O)(=O)O)C 3-anilino-2-methylpropane-1-sulphonic acid